5-[[4-[2-[5-[(6,7-difluoro-4-methylsulfonyl-1H-indol-5-yl)oxy]-2-fluoro-phenyl]-1H-imidazol-4-yl]-4-methyl-chroman-8-yl]methyl]oxazolidin-2-one FC1=C(C(=C2C=CNC2=C1F)S(=O)(=O)C)OC=1C=CC(=C(C1)C=1NC=C(N1)C1(CCOC2=C(C=CC=C12)CC1CNC(O1)=O)C)F